FC1=C(C=CC=C1)[C@@H]1N(CCC1)C1=NC=2N(C=C1)N=CC2C2=NC1=C(N2)C=C(C(=C1)C#N)OC (R)-2-(5-(2-(2-fluorophenyl)pyrrolidin-1-yl)pyrazolo[1,5-a]pyrimidin-3-yl)-6-methoxy-1H-benzo[d]imidazole-5-carbonitrile